copper di(3-methacryloyloxypropionate) C(C(=C)C)(=O)OCCC(=O)[O-].C(C(=C)C)(=O)OCCC(=O)[O-].[Cu+2]